NC1=NC=2C3=C(C(CC2C=N1)(C)C)C(=NN3)C(=O)NC=3SC(=C(N3)C)C(=O)OCC Ethyl 2-{[(8-amino-4,4-dimethyl-4,5-dihydro-1H-pyrazolo[4,3-H]quinazolin-3-yl) carbonyl] amino}-4-methyl-1,3-thiazole-5-carboxylate